tert-butyl (2R)-2-[2-(benzyloxycarbonylamino)ethyl]morpholine-4-carboxylate C(C1=CC=CC=C1)OC(=O)NCC[C@@H]1CN(CCO1)C(=O)OC(C)(C)C